quinoxalin-sulfonic acid N1=C(C=NC2=CC=CC=C12)S(=O)(=O)O